4-(2-Amino-2-methylpropanoyl)-N-(1-(4-(2-(((1S,3R)-3-aminocyclopentyl)(ethyl)amino)propyl)phenyl)-2-oxo-1,2-dihydropyrimidin-4-yl)piperazine-1-carboxamide hydrochloride salt Cl.NC(C(=O)N1CCN(CC1)C(=O)NC1=NC(N(C=C1)C1=CC=C(C=C1)CC(C)N(CC)[C@@H]1C[C@@H](CC1)N)=O)(C)C